3-butyl-7-methoxy-3-methyl-1,1-dioxido-5-phenyl-2,3,4,5-tetrahydro-1,5-benzothiazepin-8-yl trifluoromethanesulfonate FC(S(=O)(=O)OC1=CC2=C(N(CC(CS2(=O)=O)(C)CCCC)C2=CC=CC=C2)C=C1OC)(F)F